FC(OC=1C=C(C=NC1)N(S(=O)(=O)C)CC=1SC(=CN1)C=1OC(=NN1)C(F)(F)F)F N-[5-(difluoromethoxy)pyridin-3-yl]-N-({5-[5-(trifluoromethyl)-1,3,4-oxadiazol-2-yl]-1,3-thiazol-2-yl}methyl)methanesulfonamide